1-(9H-fluoren-9-yl)-8,11,14,17,20-pentamethyl-3,7,10,13,16,19-hexaoxo-2-oxa-4,8,11,14,17,20-hexaazadocosan-22-oic acid C1=CC=CC=2C3=CC=CC=C3C(C12)COC(NCCC(N(CC(N(CC(N(CC(N(CC(N(CC(=O)O)C)=O)C)=O)C)=O)C)=O)C)=O)=O